COC([C@](CCCC)(C)NC(=O)OC(C)(C)C)=O (R)-2-((tert-Butoxycarbonyl)amino)-2-methylhexanoic acid methyl ester